C(C)OC1=CC=C(N=N1)SCC(=O)N(CC)CC 2-[(6-ethoxy-3-pyridazinyl)thio]-N,N-diethylacetamide